FC1=CC(=C(C=C1)C=1C(=NC(=NC1)C1=CN(C(C=C1)=O)C)C1=NN2C(CN(CC2)C(=O)OC(C)(C)C)=C1)OC(C)C tert-butyl 2-[5-(4-fluoro-2-isopropoxy-phenyl)-2-(1-methyl-6-oxo-3-pyridyl)pyrimidin-4-yl]-6,7-dihydro-4H-pyrazolo[1,5-a]pyrazine-5-carboxylate